tert-butyl ((5-(N-(tert-butyl)sulfamoyl)-2-chlorothiophen-3-yl)methyl)(methyl)-carbamate C(C)(C)(C)NS(=O)(=O)C1=CC(=C(S1)Cl)CN(C(OC(C)(C)C)=O)C